3-[2-[bis(t-butoxycarbonyl)amino]-1,3-benzothiazol-4-yl]-1-sulfamoyl-pyrrole-2-carboxylic acid C(C)(C)(C)OC(=O)N(C=1SC2=C(N1)C(=CC=C2)C2=C(N(C=C2)S(N)(=O)=O)C(=O)O)C(=O)OC(C)(C)C